Di-n-Octyltin C(CCCCCCC)[Sn]CCCCCCCC